FC(OC1=CC(=C(C(=C1)C(C)C)CC(=O)OC(C)(C)C)C1=CC(=NC=C1)F)F tert-butyl 2-(4-(difluoromethoxy)-2-(2-fluoropyridin-4-yl)-6-isopropylphenyl)acetate